FC(C1=NN=C(S1)NC(=O)C1=NN2C(C(N(CC2)CCC(C)(C)O)=O)=C1C)(F)F 5-(3-hydroxy-3-methylbutyl)-3-methyl-4-oxo-4,5,6,7-tetrahydropyrazolo[1,5-a]pyrazine-2-carboxylic acid (5-trifluoromethyl[1,3,4]thiadiazol-2-yl)amide